isopentyl-tetrabutylammonium nitrite N(=O)[O-].C(CC(C)C)C(CCC)[N+](CCCC)(CCCC)CCCC